isopropyl 2-[3-[3-fluoro-4-[2-oxo-2-[3-[[[(2S,3R,4R,5R)-2,3,4,5,6-pentahydroxyhexyl]amino]methyl]azetidin-1-yl]ethyl]phenoxy]propyl]-7-azaspiro[3.5]nonane-7-carboxylate FC=1C=C(OCCCC2CC3(C2)CCN(CC3)C(=O)OC(C)C)C=CC1CC(N1CC(C1)CNC[C@@H]([C@H]([C@@H]([C@@H](CO)O)O)O)O)=O